N-HYDROXY-3-[3-[(PHENYLAMINO)SULFONYL]PHENYL]-2-PROPENAMIDE ONC(C=CC1=CC(=CC=C1)S(=O)(=O)NC1=CC=CC=C1)=O